1,4-dihydro-1,2,4,5-tetrazine N1N=CNN=C1